6-(2'-Oxo-1',4'-dihydro-2'H-spiro[cyclopropane-1,3'-quinoline]-6'-yl)-3,4-dihydropyridine-1(2H)-carboxylic acid tert-butyl ester C(C)(C)(C)OC(=O)N1CCCC=C1C=1C=C2CC3(C(NC2=CC1)=O)CC3